OC1=CC=C(CCl)C=C1 p-hydroxybenzyl chloride